C1(NC(C2=CC=CC=C12)=O)=O.[K] potassium isoindole-1,3-dione